N-(3-benzyl-1,3-thiazol-2-ylidene)-1H-pyrrolo[2,3-b]pyridine-3-carboxamide C(C1=CC=CC=C1)N1C(SC=C1)=NC(=O)C1=CNC2=NC=CC=C21